The molecule is a 1,4-benzodiazepinone in which the oxo group is at position 2, and which is substituted at positions 3, 5, and 7 by carboxy, phenyl and chloro groups, respectively. It has a role as a prodrug, an anticonvulsant, an anxiolytic drug and a GABA modulator. It is a conjugate acid of a clorazepic acid anion. C1=CC=C(C=C1)C2=NC(C(=O)NC3=C2C=C(C=C3)Cl)C(=O)O